ClC1=CC2=C(CN=C3C(=N2)C(=CC=C3)N3CCN(CC3)C)C=C1 3-chloro-6-(4-methylpiperazin-1-yl)-11H-benzo[b][1,4]benzodiazepine